3-(4-methylpentyl)-3,4-dihydroisoquinoline-2(1H)-carboxylic acid tert-butyl ester C(C)(C)(C)OC(=O)N1CC2=CC=CC=C2CC1CCCC(C)C